N-[(4-cyanobicyclo[2.2.2]octan-1-yl)methyl]-3,5-difluoro-4-[(4-methoxyphenyl)methoxy]benzamide C(#N)C12CCC(CC1)(CC2)CNC(C2=CC(=C(C(=C2)F)OCC2=CC=C(C=C2)OC)F)=O